FC(C=1C=CC(=NC1)C(C)NC1=NC=C(C=N1)C1=NOC(=N1)C(F)(F)F)(F)F N-[1-[5-(trifluoromethyl)pyridin-2-yl]ethyl]-5-[5-(trifluoromethyl)-1,2,4-oxadiazol-3-yl]pyrimidin-2-amine